(1S,2R)-8-(Ethylsulfonyl)-2-((R)-5H-imidazo[5,1-a]isoindol-5-yl)-8-azaspiro[4.5]decan-1-ol C(C)S(=O)(=O)N1CCC2(CC[C@@H]([C@@H]2O)[C@H]2N3C(C4=CC=CC=C24)=CN=C3)CC1